C(C)(=O)O[C@@H](CN(C1=CC(=CC(=C1)OC)OC)C=1C=C2N=C(C=NC2=CC1)C=1C=NN(C1)C)COC [(2S)-1-(3,5-Dimethoxy-N-[3-(1-methylpyrazol-4-yl)quinoxalin-6-yl]anilino)-3-methoxypropan-2-yl] acetate